NC1=C(C2=C(C=3N(C=C2)C=CN3)N1C1=C(C(=CC=C1C)OC)C)C#N 8-amino-9-(3-methoxy-2,6-dimethylphenyl)-9H-imidazo[1,2-a]pyrrolo[2,3-c]pyridine-7-carbonitrile